[Na].ON1C=CC=C1 N-hydroxypyrrole sodium salt